FC1(CCC(CC1)C(C(=O)NC1=NC=CC(=C1)CC=1N(C(C=CC1)=O)C)NC(=O)C1=CC=NN1C)F N-(1-(4,4-Difluorocyclohexyl)-2-((4-((1-methyl-6-oxo-1,6-dihydropyridin-2-yl)methyl)pyridin-2-yl)amino)-2-oxoethyl)-1-methyl-1H-pyrazole-5-carboxamide